ethene-1,2-diylbis(4,1-phenylene) bis(3,4,5-trihydroxybenzoate) OC=1C=C(C(=O)OC2=CC=C(C=C2)C=CC2=CC=C(C=C2)OC(C2=CC(=C(C(=C2)O)O)O)=O)C=C(C1O)O